[S+2].C(C=C)[N+](C)(C)CC=C diallyldimethylammonium sulfur